tert-butoxycarbonylamino octanoate C(CCCCCCC)(=O)ONC(=O)OC(C)(C)C